N-(5-(2-(((1r,4r)-4-(dimethylamino)cyclohexyl)amino)-8-isopropyl-7-oxo-7,8-dihydropyrido[2,3-d]pyrimidin-6-yl)pyridin-2-yl)propane-1-sulfonamide CN(C1CCC(CC1)NC=1N=CC2=C(N1)N(C(C(=C2)C=2C=CC(=NC2)NS(=O)(=O)CCC)=O)C(C)C)C